1-(cyclohexanesulfonyl-amino)heptane-4-sulfonyl fluoride C1(CCCCC1)S(=O)(=O)NCCCC(CCC)S(=O)(=O)F